1-methyl-3-piperidinaldehyde CN1CC(CCC1)C=O